20-phenylporphyrin C1(=CC=CC=C1)C1=C2C=CC(C=C3C=CC(=CC=4C=CC(=CC5=CC=C1N5)N4)N3)=N2